2-methyl-5-(1-methyl-2-oxo-2',3',5',6'-tetrahydrospiro[indolin-3,4'-pyran]-5-yl)benzamide CC1=C(C(=O)N)C=C(C=C1)C=1C=C2C(=CC1)N(C(C21CCOCC1)=O)C